CYCLOBUTANACETONITRIL C1(CCC1)CC#N